2-(3-(benzyloxy)-6-chloroquinolin-8-yl)-6-methoxy-4-methylbenzo[d]thiazole C(C1=CC=CC=C1)OC=1C=NC2=C(C=C(C=C2C1)Cl)C=1SC2=C(N1)C(=CC(=C2)OC)C